OCC1N(CCNC1)C1=CC=CC=2OCCOC21 5-(2-(hydroxymethyl)piperazin-1-yl)-2,3-dihydro-1,4-benzodioxine